2-{[2-(azidomethyl)imidazo[1,2-a]pyridin-6-yl]methyl}-2-azaspiro[3.3]heptane N(=[N+]=[N-])CC=1N=C2N(C=C(C=C2)CN2CC3(C2)CCC3)C1